CCCCCCOC1=C(C=CC=C1O)CC Ethylhexyloxyphenol